C(C=C)(=O)OCCC[Si](OCC)(OCC)OCC 3-(triethoxysilyl)propyl acrylate